COC(=O)C=1C=NC(=NC1)NC1CC2=CC=C(C=C2C1)C(F)F 2-((5-(difluoromethyl)-2,3-dihydro-1H-inden-2-yl)amino)pyrimidine-5-carboxylic acid methyl ester